methyl (1r,4R)-4-(3-chloroanilino)-6'-formyl-2'-[(2R)-3-hydroxy-2-methylpropyl]spiro[cyclohexane-1,1'-indene]-4-carboxylate ClC=1C=C(NC2(CCC3(C(=CC4=CC=C(C=C34)C=O)C[C@H](CO)C)CC2)C(=O)OC)C=CC1